sorbitol monomethacrylate C(C(=C)C)(=O)O.OC[C@H](O)[C@@H](O)[C@H](O)[C@H](O)CO